2-(aminomethyl)cyclohexane-1-amine NCC1C(CCCC1)N